[C@@H]12CNC[C@@H](CC1)C2C2=C1C(N(C(C1=CC(=C2)F)=O)C2C(NC(CC2)=O)=O)=O 4-((1R,5S,8r)-3-azabicyclo[3.2.1]octan-8-yl)-2-(2,6-dioxopiperidin-3-yl)-6-fluoroisoindoline-1,3-dione